C(CC(C)C)N1C=C(C2=CC(=CC=C12)C1=NN=NN1)C#N 1-isopentyl-5-(1H-tetrazol-5-yl)-1H-indole-3-carbonitrile